1-[6-(azetidin-1-yl)pyridin-2-yl]Methylamine N1(CCC1)C1=CC=CC(=N1)CN